C(N)(OC(C1CCN(CC1)NC(COC1=CC(=C(C=C1)Cl)F)=O)C(C)(C)C)=O tert-butyl-((1-(2-(4-chloro-3-fluorophenoxy) acetamido) piperidin-4-yl) methyl) carbamate